ethylenebisisostearamide nitrobenzyl-malonate [N+](=O)([O-])C(C(=O)O)(C(=O)O)CC1=CC=CC=C1.C(CC(C(=O)N)CCCCCCCCCCCCCC(C)C)C(C(=O)N)CCCCCCCCCCCCCC(C)C